FC(C1=CC(=NN1CCC(=O)OC(C)(C)C)C1=NC(=NO1)C1(CC1)C1=C(C=CC=C1)C)F tert-butyl 3-(5-(difluoromethyl)-3-(3-(1-(o-tolyl)cyclopropyl)-1,2,4-oxadiazol-5-yl)-1H-pyrazol-1-yl)propanoate